(2R,3S)-2-(6-{5-chloro-2-[(oxan-4-yl)amino]pyrimidin-4-yl}-1-oxo-2,3-dihydro-1H-isoindol-2-yl)-3-hydroxy-N-[(1R)-1-(3-methoxyphenyl)ethyl]butanamide ClC=1C(=NC(=NC1)NC1CCOCC1)C1=CC=C2CN(C(C2=C1)=O)[C@@H](C(=O)N[C@H](C)C1=CC(=CC=C1)OC)[C@H](C)O